oleic acid potassium permanganate [Mn](=O)(=O)(=O)[O-].[K+].C(CCCCCCC\C=C/CCCCCCCC)(=O)O